ClC=1C=C(C=CC1)C1=C(C(=CC=C1)C[C@@H]1N(C[C@@H]([C@H]1NS(=O)(=O)CC)F)C(C(C)(C)O)=O)F N-[(2S,3S,4S)-2-[(3'-chloro-2-fluoro[1,1'-biphenyl]-3-yl)methyl]-4-fluoro-1-(2-hydroxy-2-methylpropanoyl)pyrrolidin-3-yl]ethanesulfonamide